(3S,6S,7aS,8bR)-6-((tert-butoxycarbonyl)amino)-7a-methyl-5-oxodecahydro-cyclopropa[c]pyrrolo[1,2-a]azepine-3-carboxylic acid C(C)(C)(C)OC(=O)N[C@H]1C[C@]2(C([C@@H]3N(C1=O)[C@@H](CC3)C(=O)O)C2)C